C(CCCCCCCCC\C=C/CCCC)OC(C)=O acetic acid (Z)-11-hexadecen-1-yl ester